N-Chlorosaccharin ClN1S(=O)(=O)C2=CC=CC=C2C1=O